N-(piperidin-3-yl)pyrimidin-4-amine hydrochloride Cl.N1CC(CCC1)NC1=NC=NC=C1